tert-butyl (3s)-3-{5-[4-amino-5-(trifluoromethyl)pyrrolo[2,1-f][1,2,4]triazin-7-yl]-2-methoxypyridine-3-amido}pyrrolidine-1-carboxylate NC1=NC=NN2C1=C(C=C2C=2C=C(C(=NC2)OC)C(=O)N[C@@H]2CN(CC2)C(=O)OC(C)(C)C)C(F)(F)F